3-{methyl-[2-(piperazin-1-yl)ethyl]amino}propanoic acid CN(CCC(=O)O)CCN1CCNCC1